CC=1SC(=C(N1)C)C=1C=CC(N(N1)CC1CCN(CC1)C1=NC=NC(=C1)C)=O 6-(2,4-dimethylthiazol-5-yl)-2-((1-(6-methylpyrimidin-4-yl)piperidin-4-yl)methyl)pyridazin-3(2H)-one